NCC1=NNC(C2=CC=C(C=C12)C=1C=NN(C1C1=C(C#N)C=CC(=C1)C=1C=NSC1)C)=O 2-(4-(4-(aminomethyl)-1-oxo-1,2-dihydrophthalazin-6-yl)-1-methyl-1H-pyrazol-5-yl)-4-(isothiazol-4-yl)benzonitrile